4-bromo-1-[2-(2-methoxyethoxy)ethyl]pyrazole BrC=1C=NN(C1)CCOCCOC